C(C1=CC=CC=C1)N1[C@@H](CCC1)C1=NC(=C2N1C=CN=C2N)Br 3-[(2S)-1-benzylpyrrolidin-2-yl]-1-bromo-imidazo[1,5-a]-pyrazin-8-amine